BrCC1=C(C=NN1[C@H](CO[Si](C)(C)C(C)(C)C)C)I [(2S)-2-[5-(bromomethyl)-4-iodo-pyrazol-1-yl]propoxy]-tert-butyl-dimethyl-silane